C(C)OC(=O)C1=C(C(=NN1)P(=O)(C1=CC=CC=C1)C1=CC=CC=C1)C1=C(C=CC2=CC=CC=C12)C1=CC=CC=C1 3-(diphenylphosphoryl)-4-(2-phenyl-1-naphthyl)-1H-pyrazole-5-carboxylic acid ethyl ester